C(CCCCC)C(C(=O)O)(C)C.C(CCCCC)OC(C(C)C)=O HEXYLISOBUTYRATE (hexyl isobutanoate)